Bis(2-Ethyl hexyl) sebacate C(CCCCCCCCC(=O)OCC(CCCC)CC)(=O)OCC(CCCC)CC